C1(CC1)N1C=C2C(=NN(C(C2=C(C1=O)N(C)C)=O)C)N[C@H](C)C1=C(C(=CC=C1)C(F)(F)F)C (R)-6-cyclopropyl-8-(dimethylamino)-2-methyl-4-((1-(2-methyl-3-(trifluoromethyl)phenyl)ethyl)amino)-2,6-dihydropyrido[3,4-d]pyridazine-1,7-dione